C1(=CC=CC=C1)C(NC(CN)C)C1=CC=CC=C1 N2-Diphenylmethyl-1,2-propanediamine